FC1=C(C=CC=C1C)C(=O)N1CCC(CC1)CCCCNC(=O)C1=CC=2C=NC=CC2N1 N-(4-{1-[(2-fluoro-3-methylphenyl)carbonyl]piperidin-4-yl}butyl)-1H-pyrrolo[3,2-c]pyridine-2-carboxamide